C(C)C(C(=O)[O-])CCCC.C(C)C(C(=O)[O-])CCCC.C(C)C(C(=O)[O-])CCCC.C(CCC)[Sn+3] Mono-butyltin tris(2-ethylhexanoate)